C(C)(C)(C)OC(=O)C1=NN(C=C1Cl)C(=O)N1CC2CN(CC2C1)CC1=C(C=C(C=C1)C1=CN=C2N1C=CC=C2)C(F)(F)F 4-chloro-1-(5-(4-(imidazo[1,2-a]pyridin-3-yl)-2-(trifluoromethyl)benzyl)octahydropyrrolo[3,4-c]pyrrole-2-carbonyl)-1H-pyrazole-3-carboxylic acid tert-butyl ester